1-[5-fluoro-6-[1-(2,2,2-trifluoroethyl)pyrrolidin-3-yl]pyridin-3-yl]-1,2,3-triazole-4-carboxylic acid FC=1C=C(C=NC1C1CN(CC1)CC(F)(F)F)N1N=NC(=C1)C(=O)O